[2-(dibutylamino)ethoxy]silane C(CCC)N(CCO[SiH3])CCCC